(1R,2R,3R)-3-(tert-Butyldimethylsilyloxy)cyclohexane-1,2-diol [Si](C)(C)(C(C)(C)C)O[C@H]1[C@@H]([C@@H](CCC1)O)O